4-THIOFLAVONE O1C(=CC(=S)C2=CC=CC=C12)C1=CC=CC=C1